ClC1=C(OC2CCN(CC2)C(CNC(=O)C=2N=NN(C2)C=2C=C(C=CC2)C)=O)C=C(C=C1)F 1-m-Tolyl-1H-[1,2,3]triazole-4-carboxylic acid {2-[4-(2-chloro-5-fluoro-phenoxy)-piperidin-1-yl]-2-oxo-ethyl}-amide